C1(CCC(N1C1=CC=CC=C1)=O)=O succinimidyl-benzene